methyl 2-(5-((1-cyanocyclopropyl)methyl)-6-methylpyridin-3-yl)cyclopropane-1-carboxylate C(#N)C1(CC1)CC=1C=C(C=NC1C)C1C(C1)C(=O)OC